FC=1C=C2C(NN=C(C2=CC1F)C1=CC2=C(NC(=N2)NC(OCCCl)=O)C=C1)=O 2-Chloroethyl (5-(6,7-difluoro-4-oxo-3,4-dihydrophthalazin-1-yl)-1H-benzimidazol-2-yl)carbamate